C12(CC3CC(CC(C1)C3)C2)C(=O)N2CCN(CC2)C(=O)C2=NN(C(=C2C)C2=CC=C(C=C2)Cl)C2=C(C=C(C=C2)Cl)Cl ((3r,5r,7r)-adamantan-1-yl)(4-(5-(4-chlorophenyl)-1-(2,4-dichlorophenyl)-4-methyl-1H-pyrazole-3-carbonyl)piperazin-1-yl)methanone